tert-butyl 4-(6-bromoquinoxalin-2-yl)-3-cyclopropyl-1H-pyrazole-1-carboxylate BrC=1C=C2N=CC(=NC2=CC1)C=1C(=NN(C1)C(=O)OC(C)(C)C)C1CC1